F[B-](F)(F)F.CC1=C(C(=CC(=C1)C)C)[IH+] (2,4,6-trimethylphenyl)iodonium tetrafluoroborate